C(CCC)C(OOCCCCOOCC(COS(=O)(=O)C)CCOCCCCCOC(CCCCCC)CCCC)CCCCCC methanesulfonic acid-12-butyl-2-(10-butyl-3,9-dioxa-hexadecan-1-yl)-5,11-dioxa-4,10-dioxa-octadecan-1-yl ester